4-Hydroxy-2,5,6-triamino-pyrimidin OC1=NC(=NC(=C1N)N)N